1-[4-(4-Chloro-3,5-difluorophenyl)piperidin-1-yl]-2-{3-[(2R,6S)-2,6-dimethylmorpholin-4-carbonyl]-5,6-dihydrocyclopenta[c]pyrazol-1(4H)-yl}ethan-1-on ClC1=C(C=C(C=C1F)C1CCN(CC1)C(CN1N=C(C2=C1CCC2)C(=O)N2C[C@H](O[C@H](C2)C)C)=O)F